(E)-3-(3-(4-fluorophenyl)-1-isopropyl-4-methyl-1H-indol-5-yl)acrylaldehyde FC1=CC=C(C=C1)C1=CN(C2=CC=C(C(=C12)C)/C=C/C=O)C(C)C